FC(C1=CC=CC=2N1N=CC2)F 7-(difluoromethyl)pyrazolo[1,5-a]pyridin